(S)-7-(3-chloro-2-(3,5-difluorobenzyl)-7-oxo-2,4,5,7-tetrahydro-6H-pyrazolo[3,4-c]pyridin-6-yl)-2-cyclopropyl-9-methyl-6,7-dihydrooxazolo[5',4':4,5]benzo[1,2-b][1,4]oxazepin-8(9H)-one ClC=1N(N=C2C(N(CCC21)[C@@H]2C(N(C1=C(OC2)C=C2C(=C1)OC(=N2)C2CC2)C)=O)=O)CC2=CC(=CC(=C2)F)F